2-(4-bromo-2-fluoro-phenyl)-1-ethyl-4-(trifluoromethyl)imidazole BrC1=CC(=C(C=C1)C=1N(C=C(N1)C(F)(F)F)CC)F